C(CCCCCCCCCCCCCCCCC)[Li] stearylLithium